4-tert-butylphenyl-diphenylsulfonium hexafluoropropanesulfonate FC(C(C(S(=O)(=O)[O-])(F)F)(F)F)F.C(C)(C)(C)C1=CC=C(C=C1)[S+](C1=CC=CC=C1)C1=CC=CC=C1